ClC=1C=C(C=C(C1)F)C(C)N1CC(C1)(F)COCC1=CC(=C(C(=O)O)C=C1C1CC1)F 4-(((1-(1-(3-chloro-5-fluorophenyl)ethyl)-3-fluoroazetidin-3-yl)methoxy)methyl)-5-cyclopropyl-2-fluorobenzoic acid